BrC=1C=C2C(=NN(C(C2=CC1)=O)CC(=O)O)OC1CC1 2-[6-bromo-4-(cyclopropyloxy)-1-oxo-phthalazin-2-yl]Acetic acid